Methyl (R)-1-((2-aminopropyl)amino)-7-hydroxythieno[3,2-f]quinoline-2-carboxylate Methanesulfonate CS(=O)(=O)O.N[C@@H](CNC1=C(SC=2C1=C1C=CC(=NC1=CC2)O)C(=O)OC)C